[2-(2,5-difluoro-phenyl)-1,2-dimethyl-propyl] (2S)-2-[(3-hydroxy-4-methoxy-pyridine-2-carbonyl)-amino]propanoate OC=1C(=NC=CC1OC)C(=O)N[C@H](C(=O)OC(C(C)(C)C1=C(C=CC(=C1)F)F)C)C